C(C)(C)(C)OC(=O)N1CC(C=C(C1)OS(=O)(=O)C(F)(F)F)(C)C tert-butyl-3,3-dimethyl-5-(((trifluoro-methyl)-sulfonyl)oxy)-3,6-dihydropyridine-1(2H)-carboxylate